FC=1C=C(CN2C3=C(C(=C(CC2=O)C(=O)NC)O)C=CC=C3)C=C(C1OC)F 1-(3,5-difluoro-4-methoxybenzyl)-5-hydroxy-N-methyl-2-oxo-2,3-dihydro-1H-benzo[b]azepine-4-carboxamide